ClC=1C=C2C=C(N(C2=CC1)C)C#CC1=CN(C2=NC=C(C=C21)NC(C=C)=O)C N-(3-((5-Chloro-1-methyl-1H-indol-2-yl)ethynyl)-1-methyl-1H-pyrrolo[2,3-b]pyridin-5-yl)acrylamide